NCC(C(=O)NC=1C=CC=C2C(=CNC12)C=1C=NNC1)C1=CC(=CC=C1)CO 3-amino-2-[3-(hydroxymethyl)phenyl]-N-[3-(1H-pyrazol-4-yl)-1H-indol-7-yl]propanamide